rel-{(3aS,4R,6aR)-4-[(6-bromo-3-pyridazinyl)(cyclopropyl)amino]hexahydrocyclopenta[c]pyrrol-2(1H)-yl}(5-methyl-2-thienyl)methanone BrC1=CC=C(N=N1)N([C@@H]1CC[C@H]2CN(C[C@H]21)C(=O)C=2SC(=CC2)C)C2CC2 |o1:8,11,15|